FC1=CC=C(C=C1)C=1C(=NC=C(C(=O)O)C1O)C(F)(F)F 5-(4-fluorophenyl)-4-hydroxy-6-(trifluoromethyl)nicotinic acid